1-bromo-3,5-dichlorobenzene BrC1=CC(=CC(=C1)Cl)Cl